Tetraethylenepentaamine NCCNCCNCCNCCN